OC=1C=C(C=CC1OC)C=CC(=O)C1=CC=C(C=C1)I 3-(3-Hydroxy-4-methoxyphenyl)-1-(4-iodophenyl)prop-2-en-1-one